ClC=1C=2N(C=C(C1)S(=O)(=O)NC1(CC1)CF)C(=NN2)C=2SC(=NN2)C(F)F 8-chloro-3-(5-(difluoromethyl)-1,3,4-thiadiazol-2-yl)-N-(1-(fluoromethyl)cyclopropyl)-[1,2,4]triazolo[4,3-a]pyridin-6-sulfonamide